ClC=1C=CC(=NC1)C1=NN(C=C1C1=C2C(=NC=C1)N(N=C2)COCC[Si](C)(C)C)C 4-(3-(5-chloropyridin-2-yl)-1-methyl-1H-pyrazol-4-yl)-1-((2-(trimethylsilyl)ethoxy)methyl)-1H-pyrazolo[3,4-b]pyridine